COC/C=C/C(=O)[O-] 4-methoxycrotonate